2-(2-(2-((1-(tert-butoxycarbonyl)-3-(pyridin-2-yl)azetidin-3-yl)amino)-2-oxoethoxy)ethoxy)acetic acid C(C)(C)(C)OC(=O)N1CC(C1)(C1=NC=CC=C1)NC(COCCOCC(=O)O)=O